NC=1C=C(C=C(C1)C(F)(F)F)[C@@H](C)NC1=NC(=NC2=CC3=C(C=C12)N(CC3)C3CCC(CC3)NC(=O)OC(C)(C)C)C (R)-N-{1-[3-amino-5-(trifluoromethyl)phenyl]ethyl}-2-methyl-6-[4-(tert-butoxycarbonylamino)cyclohexyl]-7,8-dihydro-6H-pyrrolo[2,3-g]quinazolin-4-amine